N-bis[3-(methylamino)propyl]methylaminosilane CNCCCC(N[SiH3])CCCNC